N-{3-[2'-(4-methyl-1-pentynyl)-6-oxo-1,6-dihydro-[4,5'-bipyrimidin]-2-yl]-4-(trifluoromethyl)benzyl}isobutyramide CC(CC#CC1=NC=C(C=N1)C=1N=C(NC(C1)=O)C=1C=C(CNC(C(C)C)=O)C=CC1C(F)(F)F)C